COC1=C(C=C2C(NC(C2)=O)=O)C=CC=C1 3-(2-methoxybenzylidene)pyrrolidine-2,5-dione